ClCC=1N2C3=C(C=C(C=C3C(C1I)=O)F)CCC2 3-(chloromethyl)-9-fluoro-2-iodo-6,7-dihydro-1H,5H-pyrido[3,2,1-ij]quinolin-1-one